rac-N-((2,2-dimethyl-1,3-dioxolan-4-yl)methyl)-5-((5-(4-(trifluoromethyl)phenyl)oxazol-2-yl)amino)picolinamide CC1(OC[C@H](O1)CNC(C1=NC=C(C=C1)NC=1OC(=CN1)C1=CC=C(C=C1)C(F)(F)F)=O)C |r|